2-methylthiazole-4-carbaldehyde CC=1SC=C(N1)C=O